6-chloro-5-[5-(2,6-difluorophenyl)-4-methyl-1,2,4-triazol-3-yl]chroman-4-one ClC=1C(=C2C(CCOC2=CC1)=O)C1=NN=C(N1C)C1=C(C=CC=C1F)F